N[C@@H]1[C@H](CC=C(C1)C(=O)NC1=CC=CC=C1)C1=C(C2=NC(=CC(=C2S1)NCC=1SC=CC1)Cl)C (4S,5S)-5-amino-4-(5-chloro-3-methyl-7-((thiophen-2-ylmethyl)amino)thieno[3,2-b]pyridin-2-yl)-N-phenylcyclohex-1-ene-1-carboxamide